2-Oxo-1-(piperidin-4-yl)-2,3-dihydro-1H-1,3-benzodiazole-5-carbonitrile O=C1NC2=C(N1C1CCNCC1)C=CC(=C2)C#N